COC1=C(C=C(C=C1)C1=NC2=C(N1C1=CC(=C(C(=C1)OC)OC)OC)C=CC=C2)O 2-methoxy-5-(1-(3,4,5-trimethoxyphenyl)-1H-benzo[d]imidazol-2-yl)phenol